OC1=NC=2C=CC3=C(C2N=C1)C1=C(S3)C(NC(CN1)(C)C)=O 3-hydroxy-10,10-dimethyl-9,10,11,12-tetrahydro-8H-[1,4]diazepino[5',6':4,5]thieno[3,2-f]quinoxalin-8-one